N,N-dimethyl-3-(4-(2-(trifluoromethyl)phenyl)piperidine-1-carbonyl)-1,4,5,7-tetrahydro-6H-pyrazolo[3,4-c]pyridine-6-carboxamide CN(C(=O)N1CC2=C(CC1)C(=NN2)C(=O)N2CCC(CC2)C2=C(C=CC=C2)C(F)(F)F)C